C(C)(C)(C)OC(=O)N1CC(C(CC1)C1=CC=C(C=C1)[C@@]1(C(NC(CC1)=O)=O)C)(F)F.BrC1=CC=C(C=C1)C1=CC=CC=C1 p-bromobiphenyl tert-butyl-3,3-difluoro-4-(4-((R)-3-methyl-2,6-dioxopiperidin-3-yl)phenyl)piperidine-1-carboxylate